C(C1=CC=CC=C1)OC(=O)NC=1C(=C(C=CC1)[C@@](CC(=O)OC)(C)N[S@](=O)C(C)(C)C)Cl Methyl (3S)-3-[3-(benzyloxycarbonylamino)-2-chlorophenyl]-3-{[(R)-tert-butylsulfinyl]-amino}butanoate